1-(2-fluoro-phenyl)methylamine FC1=C(C=CC=C1)CN